2,4-dichloro-7-fluoro-3-methylquinoline ClC1=NC2=CC(=CC=C2C(=C1C)Cl)F